4-bromo-6-(2-morpholinoethoxy)pyrazolo[1,5-a]pyridine-3-carbonitrile BrC=1C=2N(C=C(C1)OCCN1CCOCC1)N=CC2C#N